(1r,3r)-3-(3-(difluoromethoxy)-4-fluorophenoxy)cyclobutane-1-amine hydrochloride Cl.FC(OC=1C=C(OC2CC(C2)N)C=CC1F)F